tert-butyl-3-(6-chloro-3-((1-(8-methyl-6-oxo-4,5-dihydro-3H,6H-2,2a,5a-triazaaceanthrylen-10-yl)ethyl)amino)pyridin-2-yl)-6,7-dihydropyrazolo[1,5-a]pyrazine C(C)(C)(C)C1=NN2C(C=NCC2)=C1C1=NC(=CC=C1NC(C)C=1C=C(C=C2C(N3CCCN4N=CC(C12)=C43)=O)C)Cl